FC(CN1N=CC=2C1=NC(=CN2)N2CC1(CC2)CCN(CC1)C=1C(=NC=CC1)C(F)(F)F)F 2-[1-(2,2-difluoroethyl)-1H-pyrazolo[3,4-b]pyrazin-6-yl]-8-[2-(trifluoromethyl)pyridin-3-yl]-2,8-diazaspiro[4.5]decane